4H-beta-carboline C=1N=CCC2=C3C=CC=CC3=NC12